(succinic acid) terephthalate C(C1=CC=C(C(=O)O)C=C1)(=O)O.C(CCC(=O)O)(=O)O